2-ethyl-6-[(±)-tetrahydrofuran-2-ylmethyl]-6,7-dihydro-4H-pyrazolo[1,5-a]pyrrolo[3,4-d]pyrimidine C(C)C1=NN2C(NC=3C(=C2)CN(C3)C[C@@H]3OCCC3)=C1 |r|